O1COC2=C1C=CC(=C2)OCC2=C(C(=O)O)C=C(C=C2)Br 2-[(1,3-Benzodioxol-5-yloxy)methyl]-5-bromobenzoic acid